4-chloro-6-(4-(4,4-difluoro-piperidine-1-carbonyl)phenyl)benzofuran ClC1=CC(=CC2=C1C=CO2)C2=CC=C(C=C2)C(=O)N2CCC(CC2)(F)F